The molecule is a 2-arylpropionic acid that is 2-phenylpropionic acid carrying a hydroxy substituent at position 3 on the benzene ring. It is a member of phenols and a 2-arylpropionic acid. It derives from a hydratropic acid. CC(C1=CC(=CC=C1)O)C(=O)O